tert-butyl 4-[2-[1-[8-[(2S)-2-methylazetidin-1-yl]-3-(trifluoromethyl)imidazo[1,2-a]pyrazin-6-yl]pyrazol-3-yl]acetyl]piperazine-1-carboxylate C[C@@H]1N(CC1)C=1C=2N(C=C(N1)N1N=C(C=C1)CC(=O)N1CCN(CC1)C(=O)OC(C)(C)C)C(=CN2)C(F)(F)F